C(C)OCC1(CCN(CC1)CC1=CC=C(C=C1)NC(C)=O)\C=C\C1=CC2=CC=CC=C2C=C1 (E)-N-(4-((4-(ethoxymethyl)-4-(2-(naphthalen-2-yl)vinyl)piperidin-1-yl)methyl)phenyl)acetamide